C12CCCC(CCC1)CCC2.[Si] silicon bicyclo[3.3.3]undecane